1-(cyclopropylmethyl)-3,4-dihydroisoquinoline-2(1H)-carboxylate C1(CC1)CC1N(CCC2=CC=CC=C12)C(=O)[O-]